N-methyl-N-(4-methoxyphenyl)-α-diazo-2-cyanoacetamide CN(C(C(C#N)=[N+]=[N-])=O)C1=CC=C(C=C1)OC